(R)-8-bromo-6-(2-fluorophenyl)-4-methyl-4H-benzo[f]imidazo[1,5-a][1,4]diazepine-3-carboxylate BrC=1C=CC2=C(C(=N[C@@H](C=3N2C=NC3C(=O)[O-])C)C3=C(C=CC=C3)F)C1